CC(CC(C(=O)NC=1SC=CN1)NS(=O)(=O)C1=CC=C(C=C1)OC(F)(F)F)C 4-methyl-N-(thiazol-2-yl)-2-((4-(trifluoromethoxy)phenyl)sulfonamido)pentanamide